(E)-2,2-difluoro-4-phenylbutan FC(C)(CCC1=CC=CC=C1)F